N-(5-(5-cyanopyrimidin-2-yl)-4-((2-(1,1-difluoroethyl)-6-ethylpyrimidin-4-yl)amino)pyridin-2-yl)acetamide C(#N)C=1C=NC(=NC1)C=1C(=CC(=NC1)NC(C)=O)NC1=NC(=NC(=C1)CC)C(C)(F)F